C(#N)C1(CC1)NC(C[C@@H](C(C)C)N[C@H](C(F)(F)F)C1=C(C=CC=2OC3=C(C21)C=CC=C3)C(=O)O)=O (S)-1-((((S)-1-((1-cyanocyclopropyl)amino)-4-methyl-1-oxopentan-3-yl)amino)-2,2,2-trifluoroethyl)dibenzo[b,d]Furan-2-carboxylic acid